OC1=NC(=CC(=C1C#N)CF)O 2,6-dihydroxy-4-(fluoromethyl)pyridine-3-carbonitrile